C1(=CC=C(C=C1)[Mg]Cl)C p-toluylmagnesium chloride